methyl 1-(2-(((tert-butyldimethylsilyl)oxy)methyl)benzyl)-1H-pyrrole-2-carboxylate [Si](C)(C)(C(C)(C)C)OCC1=C(CN2C(=CC=C2)C(=O)OC)C=CC=C1